dodecanoate ammonium [NH4+].C(CCCCCCCCCCC)(=O)[O-]